3-isocyanato-1λ6-thiolane-1,1-dione N(=C=O)C1CS(CC1)(=O)=O